5-(2-(benzo[d]thiazol-2-yl)ethyl)-2-methoxyphenol S1C(=NC2=C1C=CC=C2)CCC=2C=CC(=C(C2)O)OC